6-[4-[5-[[7-(3,3-difluoroazetidin-1-yl)-4-oxo-3H-phthalazin-1-yl]methyl]-2-fluoro-benzoyl]piperazin-1-yl]pyridine-3-carbonitrile FC1(CN(C1)C1=CC=C2C(NN=C(C2=C1)CC=1C=CC(=C(C(=O)N2CCN(CC2)C2=CC=C(C=N2)C#N)C1)F)=O)F